3-(6-fluoro-1-oxo-5-(2,8-diazaspiro[4.5]decan-8-yl)isoindolin-2-yl)piperidine-2,6-dione FC1=C(C=C2CN(C(C2=C1)=O)C1C(NC(CC1)=O)=O)N1CCC2(CCNC2)CC1